1-methyl-6-carbonyl-5-(((1R,2R)-2-(trifluoromethyl)cyclopropyl)-1,6-Dihydropyridazin-3-yl)pyrimidine-2,4(1H,3H)-dione CN1C(NC(C(C1=C=O)C1=NN(CC=C1)[C@H]1[C@@H](C1)C(F)(F)F)=O)=O